C(C)(C)(C)NC(=O)C1=NC=CC(=C1)NC(CC1=CC(=CC=C1)F)=O N-tert-butyl-4-[[2-(3-fluorophenyl)acetyl]amino]pyridine-2-carboxamide